trans-N-(4-((5-chloro-4-(2,5-dihydro-1H-pyrrol-3-yl)pyrimidin-2-yl)amino)cyclohexyl)acetamide ClC=1C(=NC(=NC1)N[C@@H]1CC[C@H](CC1)NC(C)=O)C=1CNCC1